FC(S(=O)(=O)[O-])(F)F.ClC1=[N+](C=CC=C1)CCCCCCCCCCCC 2-chloro-1-(dodecyl)pyridin-1-ium trifluoromethanesulfonate